C(#N)C=1C=CC(=C(C1)C1=CN=C(O1)C(=O)N[C@@H]1C[C@H](N(C1)C(=O)OC(C)(C)C)C)OC(F)(F)F tert-butyl (2R,4R)-4-(5-(5-cyano-2-(trifluoromethoxy)phenyl)oxazole-2-carboxamido)-2-methylpyrrolidine-1-carboxylate